N,N-dimethyl-benzo[g]phthalazin-1-amine CN(C=1N=NC=C2C=C3C(=CC12)C=CC=C3)C